tert-butyl (tert-butoxycarbonyl)(7-(5-(1-(2,2-difluoro-1-(4-fluorophenyl)propyl)-1H-pyrazol-4-yl)-2,4-difluorophenyl)-[1,2,4]triazolo[1,5-a]pyridin-2-yl)carbamate C(C)(C)(C)OC(=O)N(C(OC(C)(C)C)=O)C1=NN2C(C=C(C=C2)C2=C(C=C(C(=C2)C=2C=NN(C2)C(C(C)(F)F)C2=CC=C(C=C2)F)F)F)=N1